3-(benzyloxy)-N-(2-fluoropyridin-3-yl)thiophene-2-carboxamide C(C1=CC=CC=C1)OC1=C(SC=C1)C(=O)NC=1C(=NC=CC1)F